3-(5-[1,4-dioxaspiro[4.5]decan-8-ylmethyl]-3-methyl-2-oxo-1,3-benzodiazol-1-yl)piperidine-2,6-dione O1CCOC12CCC(CC2)CC2=CC1=C(N(C(N1C)=O)C1C(NC(CC1)=O)=O)C=C2